CC1=CC=C(CC2C(CCCC2)=O)C=C1 2-(4-methylbenzyl)-1-cyclohexanone